tert-butyl 4-[2-[2-(p-tolylsulfonyloxy)ethoxy]ethyl]piperidine-1-carboxylate C1(=CC=C(C=C1)S(=O)(=O)OCCOCCC1CCN(CC1)C(=O)OC(C)(C)C)C